(S)-(2,7-dimethyl-3-(3,4,5-trifluorophenyl)-2,4,5,7-tetrahydro-6H-pyrazolo[3,4-c]pyridin-6-yl)(3-fluoro-2-(2H-1,2,3-triazol-2-yl)phenyl)methanone CN1N=C2[C@@H](N(CCC2=C1C1=CC(=C(C(=C1)F)F)F)C(=O)C1=C(C(=CC=C1)F)N1N=CC=N1)C